C(CCCCCCCCCCCCC=CCC=CCC=CCC=CCC=CCCC)(=O)O 14,17,20,23,26-triacontapentaenoic acid